2-(6-cyclopropyl-4-(3-((4-methyl-4H-1,2,4-triazol-3-yl)methyl)oxetan-3-yl)pyridin-2-yl)-6-(((1-methylcyclobutyl)amino)methyl)-4-(trifluoromethyl)isoindolin-1-one C1(CC1)C1=CC(=CC(=N1)N1C(C2=CC(=CC(=C2C1)C(F)(F)F)CNC1(CCC1)C)=O)C1(COC1)CC1=NN=CN1C